Methyl 3-(((1-(hydroxymethyl)cyclopropyl)methyl)amino)-4-nitrobenzoate OCC1(CC1)CNC=1C=C(C(=O)OC)C=CC1[N+](=O)[O-]